N[C@@H]1[C@H](COCC1)OC1=NC(=C(C=2N=C(N=C(C21)O)SC)F)Cl 5-(((3R,4S)-4-aminotetrahydro-2H-pyran-3-yl)oxy)-7-chloro-8-fluoro-2-(methylthio)pyrido[4,3-d]pyrimidin-4-ol